COC(=O)C=1C=C(C=C(C1)C(=O)OC)S(=O)(=O)[O-] 3,5-bis(methoxycarbonyl)benzenesulfonate